N[C@@H]([C@@H](C)CC)C(=O)OCC1=CC=CC=C1 Benzyl L-isoleucinate